N[C@H](C(C(=O)NC1CC1)O)C[C@H]1C(NCCC1)=O (3S)-3-amino-N-cyclopropyl-2-hydroxy-4-[(3S)-2-oxopiperidin-3-yl]butanamide